1-(6-chloro-3,4-dihydro-1H-pyrano[3,4-c]pyridin-8-yl)-N,N-dimethylmethylamine ClC=1C=C2C(=C(N1)CN(C)C)COCC2